4-(6-(2-((2-(3-carboxypropanoyl)benzo[d]thiazol-6-yl)amino)-2-oxoethoxy)-benzo[d]thiazol-2-yl)-4-oxobutanoic acid C(=O)(O)CCC(=O)C=1SC2=C(N1)C=CC(=C2)NC(COC2=CC1=C(N=C(S1)C(CCC(=O)O)=O)C=C2)=O